6-oxo-8-phenyl-2-(pyridin-3-yl)-5,6,7,8-tetrahydropteridine-4-carboxamide O=C1NC=2C(=NC(=NC2N(C1)C1=CC=CC=C1)C=1C=NC=CC1)C(=O)N